2-chloro-6-(difluoromethyl)-7H-pyrrolo[2,3-d]Pyrimidine ClC=1N=CC2=C(N1)NC(=C2)C(F)F